1-Spiro[2.3]hex-5-yl-3-[2-(2,2,2-trifluoro-ethoxy)-pyridin-4-ylmethyl]-urea C1CC12CC(C2)NC(=O)NCC2=CC(=NC=C2)OCC(F)(F)F